4-chloro-2-(2-fluorophenyl)phthalazin-1(2H)-one ClC1=NN(C(C2=CC=CC=C12)=O)C1=C(C=CC=C1)F